(S)-2-chloro-4-(2-hydroxy-1-phenylethylamino)pyrimidine-5-carboxylic acid ClC1=NC=C(C(=N1)N[C@H](CO)C1=CC=CC=C1)C(=O)O